FC(CCCCCCC1=NOC(=N1)CC(C(=O)OC(C)(C)C)=C)(CF)F tert-butyl 2-((3-(7,7,8-trifluorooctyl)-1,2,4-oxadiazol-5-yl)methyl)acrylate